COC1=C(C(=CC=C1)P(C2=CC=CC=C2)C3=CC=CC=C3)C4=C(C=CC=C4P(C5=CC=CC=C5)C6=CC=CC=C6)OC (S)-(-)-2,2'-Bis(diphenylphosphino)-6,6'-dimethoxy-1,1'-biphenyl